C[Zr](C)C Trimethylzirconium